ClC=1C=C(C=CC1OCC1=NC=C(C=C1C)C)NC1=NC=C(C(=N1)C=1C=C(C2=C(N(C(=N2)C)C(C)C)C1)F)C N-(3-chloro-4-((3,5-dimethylpyridin-2-yl)methoxy)phenyl)-4-(4-fluoro-1-isopropyl-2-methyl-1H-benzimidazol-6-yl)-5-methylpyrimidin-2-amine